O=C1NC(CCC1N1C(C2=CC=CC(=C2C1=O)NC(CCCCCC#C)=O)=O)=O N-[2-(2,6-dioxo-hexahydropyridin-3-yl)-1,3-dioxo-2,3-dihydro-1H-isoindol-4-yl]oct-7-ynamide